(2,3-dichlorophenyl)-6-fluoro-4-((R)-1-hydroxyethyl)-1H-pyrrolo[3,2-c]quinolin ClC1=C(C=CC=C1Cl)N1C=CC=2C(=NC=3C(=CC=CC3C21)F)[C@@H](C)O